N-cyclopropyl-4-((4-methyl-6-(8-methyl-[1,2,4]triazolo[1,5-a]pyridin-6-yl)-1H-indazol-3-yl)oxy)cyclohexan-1-amine C1(CC1)NC1CCC(CC1)OC1=NNC2=CC(=CC(=C12)C)C=1C=C(C=2N(C1)N=CN2)C